2H-1,2,4-oxadiazine O1NC=NC=C1